ClP(=O)(Cl)[C@H](C1=CC2=C(SC(=C2)C(=O)OCC=C)C=C1)F allyl (R)-5-((dichlorophosphoryl)fluoromethyl)benzo[b]thiophene-2-carboxylate